N1N=CC=2C1=NC=CC2N2CC(CC2)N 1-[1H-pyrazolo[3,4-b]Pyridin-4-yl]Pyrrolidin-3-amine